NO[N] aminooxynitrogen